BrC=1C=CC=C2N=CC(=NC12)C=1C=NN(C1)CCCCCCNC1=C2C(N(C(C2=CC=C1)=O)C1C(NC(CC1)=O)=O)=O ((6-(4-(8-bromoquinoxalin-2-yl)-1H-pyrazol-1-yl)hexyl)amino)-2-(2,6-dioxopiperidin-3-yl)isoindoline-1,3-dione